CCCCCCCCCCNCCCCCCCCCC di-n-decylamine